C(C)C1(C(=NC2=CC=C(C=C12)C1=NCN(C=C1F)C1=NC=C(C=C1)C1CCNCC1)C)C 4-(3-ethyl-2,3-dimethyl-3H-indol-5-yl)-5-fluoro-N-(5-(piperidin-4-yl)pyridin-2-yl)pyrimidine